BrC1=C(C(=NC(=C1)C1=C(C=CC(=C1)Cl)F)[N+](=O)[O-])O 4-bromo-6-(5-chloro-2-fluorophenyl)-2-nitropyridin-3-ol